[Ti+4].N1=CC=C(C=C1)C=1C2=CC=C(N2)C(=C2C=CC(C(=C3C=CC(=C(C=4C=CC1N4)C4=CC=NC=C4)N3)C3=CC=NC=C3)=N2)C2=CC=NC=C2 5,10,15,20-tetrakis(4-pyridinyl)porphin titanium (IV)